Cl.FC1=CC=C(C=C1)C1(CC1)N1[C@@H](CN[C@H](C1)C)C (2r,5s)-1-(1-(4-fluorophenyl)cyclopropyl)-2,5-dimethylpiperazine hydrochloride